1-butyl (2-(3,5-dichloro-4-((6'-methyl-2'-oxospiro[cyclobutane-1,3'-indolin]-5'-yl)oxy)phenyl)-3,5-dioxo-2,3,4,5-tetrahydro-1,2,4-triazin-6-yl)carbamate ClC=1C=C(C=C(C1OC=1C=C2C3(C(NC2=CC1C)=O)CCC3)Cl)N3N=C(C(NC3=O)=O)NC(OCCCC)=O